C1=C(C=CC2=CC=CC=C12)S(=O)[O-].[Na+] sodium 2-naphthalenesulfinate